5-{[1-(2-chlorophenyl)ethyl]thio}-7-{[(1R)-1-(hydroxymethyl)-3-methylbutyl]amino}[1,3]thiazolo[4,5-d]pyrimidin-2(3H)-one ClC1=C(C=CC=C1)C(C)SC=1N=C(C2=C(N1)NC(S2)=O)N[C@H](CC(C)C)CO